O=C1NCC(C1)=O 2,4-dioxopyrrolidine